C(C=CC1=C(C=CC=CC=CCCCCCCCCCCC)O1)(=O)O 4,5-epoxy-docosapentaenoic acid